O=C1NC2=CC=C(C=C2CC1)N1C=NC2=C1C=CC=C2 1-(2-oxo-3,4-dihydro-1H-quinolin-6-yl)benzimidazole